COC(=O)C(CCC(CCCCCC(CCC(CCCCCl)Cl)Cl)Cl)Cl methyl pentachlorostearate